cis-N-[4-(6-bromo-1-tetrahydropyran-2-yl-indazol-4-yl)oxycyclohexyl]carbamic acid tert-butyl ester C(C)(C)(C)OC(N[C@@H]1CC[C@@H](CC1)OC1=C2C=NN(C2=CC(=C1)Br)C1OCCCC1)=O